BrCCN1C=NC=C1 1-(2-bromoethyl)-1H-imidazole